9,9-bis(4-hydroxy-3-isopropylphenyl)fluorene OC1=C(C=C(C=C1)C1(C2=CC=CC=C2C=2C=CC=CC12)C1=CC(=C(C=C1)O)C(C)C)C(C)C